OCC1(CCC1)N1C(C=CC=C1)COC=1C=CC2=C(C=C(O2)C)C1 N-(1-(hydroxymethyl)cyclobutyl)-2-methyl-5-(pyridin-2-ylmethoxy)benzofuran